5-thiophenyl borate triethylammonium salt C(C)[NH+](CC)CC.B(OC1=CC=CS1)([O-])[O-].C(C)[NH+](CC)CC